2,3-Dibromo-5-cyclobutyl-6-methylpyridine BrC1=NC(=C(C=C1Br)C1CCC1)C